(4-chlorophenyl)-2-ethoxy-6-(2-methyl-2H-indazol-5-yl)pteridine-7(8H)-one ClC1=CC=C(C=C1)C1=NC(=NC=2NC(C(=NC12)C1=CC2=CN(N=C2C=C1)C)=O)OCC